4-(tert-butyldimethylsiloxy)benzyl chloride O([Si](C)(C)C(C)(C)C)C1=CC=C(CCl)C=C1